2-(hydroxypropyl)aniline OCCCC1=C(N)C=CC=C1